1H-indol-3-yl-(2-thienyl)methanone N1C=C(C2=CC=CC=C12)C(=O)C=1SC=CC1